COC(=O)C(CC)CC=CC Hept-5-ene-3-carboxylic acid methyl ester